(+/-)-N-((3S,4R)-3-fluoropiperidin-4-yl)-2-(5-(((4-(methylsulfonyl)phenyl)amino)methyl)-1,2,4-oxadiazol-3-yl)-1-(2,2,2-trifluoroethyl)-1H-indol-4-amine F[C@H]1CNCC[C@H]1NC=1C=2C=C(N(C2C=CC1)CC(F)(F)F)C1=NOC(=N1)CNC1=CC=C(C=C1)S(=O)(=O)C |r|